BrCCCCOC1=C2C(C=C(C(C2=CC=C1)=O)OC1=CC=C(C=C1)OC)=O 5-(4-bromobutoxy)-2-(4-methoxyphenoxy)naphthalene-1,4-dione